tert-Butyl 4-((5-nitro-2-((tetrahydro-2H-pyran-4-yl)amino)pyrimidin-4-yl)amino)piperidine-1-carboxylate [N+](=O)([O-])C=1C(=NC(=NC1)NC1CCOCC1)NC1CCN(CC1)C(=O)OC(C)(C)C